(S)-tert-butyl 4-((S)-1-ethoxy-1-oxohex-4-en-3-yl)-2,2-dimethyloxazolidin-3-carboxylate C(C)OC(C[C@@H](C=CC)[C@@H]1N(C(OC1)(C)C)C(=O)OC(C)(C)C)=O